2-(2-chlorophenyl)-N-[4-(6-methylpyridazin-4-yl)-3-Sulfamoylphenyl]acetamide ClC1=C(C=CC=C1)CC(=O)NC1=CC(=C(C=C1)C1=CN=NC(=C1)C)S(N)(=O)=O